2-(3-ethylsulfanyl-5-trifluoromethylpyridin-2-yl)-3-methyl-6-pentafluoroethyl-3H-imidazo[4,5-b]pyridine C(C)SC=1C(=NC=C(C1)C(F)(F)F)C1=NC=2C(=NC=C(C2)C(C(F)(F)F)(F)F)N1C